4-Bromo-6-chloro-7-fluoro-1H-indole-2-carboxylic acid BrC1=C2C=C(NC2=C(C(=C1)Cl)F)C(=O)O